1-(2-(((R)-1,2-dimethylpyrrolidin-2-yl)methoxy)-8-fluoro-7-(7-fluoro-8-((triisopropylsilyl)ethynyl)-3-(triisopropylsilyloxy)naphthalen-1-yl)quinazolin-4-yl)-3-methylpiperidin-3-ol CN1[C@@](CCC1)(C)COC1=NC2=C(C(=CC=C2C(=N1)N1CC(CCC1)(O)C)C1=CC(=CC2=CC=C(C(=C12)C#C[Si](C(C)C)(C(C)C)C(C)C)F)O[Si](C(C)C)(C(C)C)C(C)C)F